cyclopropyl-{(1R,5S,6r)-3-[(1-isopropyl-1H-imidazol-4-yl)carbonyl]-3-azabicyclo[3.1.0]hex-6-yl}methanone C1(CC1)C(=O)C1[C@H]2CN(C[C@@H]12)C(=O)C=1N=CN(C1)C(C)C